glycerol heneicosanoate C(CCCCCCCCCCCCCCCCCCCC)(=O)OCC(O)CO